2-cyclopentyl-1H-benz[d]imidazol-5-amine C1(CCCC1)C1=NC2=C(N1)C=CC(=C2)N